2-Amino-6-fluoro-pyrazolo[1,5-a]-pyrimidin NC1=NN2C(N=CC(=C2)F)=C1